(5-methyl-2,2-dimethyl-1,3-dioxane-5-yl)methanol CC1(COC(OC1)(C)C)CO